C(C)OC([C@@H]([C@H](O)C1CC1)N=[N+]=[N-])=O (2R,3R)-2-azido-3-cyclopropyl-3-hydroxypropionic acid ethyl ester